C(#N)C=1C=C2C(=NC1)N(C=C2)C2=NC=C(C(=O)NC1CCN(CC1)CC=1C=C3CN(C(C3=CC1F)=O)C1C(NC(CC1)=O)=O)C(=C2)NC(C)C 6-(5-cyano-1H-pyrrolo[2,3-b]pyridin-1-yl)-N-(1-((2-(2,6-dioxopiperidin-3-yl)-6-fluoro-1-oxoisoindolin-5-yl)methyl)piperidin-4-yl)-4-(isopropylamino)nicotinamide